C(C1=CC=CC=C1)OC1=NC(=CC=C1C1=NN(C2=CC(=CC=C12)N(C1CCN(CC1)C(=O)OC(C)(C)C)C)C)OCC1=CC=CC=C1 tert-butyl 4-[[3-(2,6-dibenzyloxy-3-pyridyl)-1-methyl-indazol-6-yl]-methyl-amino]piperidine-1-carboxylate